C(C1=CC=CC=C1)N1C(C2=C(C=3C=CC=NC13)CCN(C2)CC2=CC(=CC=C2)F)=O 6-benzyl-3-(3-fluorobenzyl)-2,3,4,6-tetrahydropyrido[3,4-c][1,8]naphthyridin-5(1H)-one